N1C=NC(=C1)S(=O)(=O)C1=C(C(=C(C=C1CCCCC)O)C1=CC(=CC=C1)C)O 3-((1H-imidazol-4-yl)sulfonyl)-3'-methyl-4-pentyl-[1,1'-biphenyl]-2,6-diol